2-((4-(((S)-2-hydroxy-1-phenylethyl)amino)-5-(5-(2-hydroxypropan-2-yl)-1,3,4-oxadiazol-2-yl)pyridin-2-yl)amino)-7,7-dimethyl-5,7-dihydrofuro[3,4-b]pyridin-5-ol OC[C@H](C1=CC=CC=C1)NC1=CC(=NC=C1C=1OC(=NN1)C(C)(C)O)NC1=CC=C2C(=N1)C(OC2O)(C)C